ClC1=NC=C(C(=N1)N1C=C(C=C1)C(=O)NC)Cl 1-(2,5-Dichloropyrimidin-4-yl)-N-methyl-1H-pyrrole-3-carboxamide